4-(isopropylamino)-2-((8-(4-morpholino-piperidine-1-carbonyl)-2,3-dihydrobenzo[b][1,4]dioxin-5-yl)amino)-7H-pyrrolo[2,3-d]pyrimidine-5-carbonitrile C(C)(C)NC=1C2=C(N=C(N1)NC1=CC=C(C=3OCCOC31)C(=O)N3CCC(CC3)N3CCOCC3)NC=C2C#N